3-bromopropyl-3,5-dihydroxybenzoate BrCCCOC(C1=CC(=CC(=C1)O)O)=O